N-(2-(3,5-diphenyl-2-(trifluoromethyl)-2,3-dihydro-1,3,4-oxadiazol-2-yl)-4-(methylthio)phenyl)-4-methylbenzenesulfonamide C1(=CC=CC=C1)N1C(OC(=N1)C1=CC=CC=C1)(C(F)(F)F)C1=C(C=CC(=C1)SC)NS(=O)(=O)C1=CC=C(C=C1)C